C1(CC1)C(C(=O)NC)C1=CC=CC2=CC=C(C=C12)OC cyclopropyl-2-(7-methoxynaphthalen-1-yl)-N-methylacetamide